2-(4-methyl-3-pentenyl)-6-chloro-9-methacryloyloxy-10-hydroxy-1,4-dihydro-1,4-methanoanthracene CC(=CCCC=1C2C3=C(C4=CC=C(C=C4C(=C3C(C1)C2)O)Cl)OC(C(=C)C)=O)C